4-(2-chloro-6-fluorophenyl)-N-(5-methoxy-1,3,4-thiadiazol-2-yl)-6-methylnicotinamide ClC1=C(C(=CC=C1)F)C1=CC(=NC=C1C(=O)NC=1SC(=NN1)OC)C